6-((S)-2-(4-(((R)-1-methoxypropan-2-yl)oxy)benzyl)pyrrolidin-1-yl)-4-morpholinopyridin-2(1H)-one COC[C@@H](C)OC1=CC=C(C[C@H]2N(CCC2)C2=CC(=CC(N2)=O)N2CCOCC2)C=C1